1,5-diacetyl-2,4-dioxa-1,3,5-triazine C(C)(=O)N1ONON(C1)C(C)=O